C(#N)C1=NC2=CC(=CC(=C2N=C1N1CCC(CC1)(F)F)[C@@H](C)NC=1C(=CSC1)C(=O)O)C (R)-4-((1-(2-cyano-3-(4,4-difluoropiperidin-1-yl)-7-methylquinoxalin-5-yl)ethyl)amino)thiophene-3-carboxylic acid